COC1=C(C=CC=C1)C1=CC(=NC=C1C(=O)NC=1SC2=C(N1)CN(C2)C(=O)C2=CC=CC=1N2N=CC1)C 4-(2-methoxyphenyl)-6-methyl-N-(5-(pyrazolo[1,5-a]pyridine-7-carbonyl)-5,6-dihydro-4H-pyrrolo[3,4-d]thiazol-2-yl)nicotinamide